2,7-dioctyl-fluorene C(CCCCCCC)C1=CC=2CC3=CC(=CC=C3C2C=C1)CCCCCCCC